CC1(OB(OC1(C)C)C=1C=C(C=C(C1)C1=CC(=CC=C1)C#N)C1=CC(=CC=C1)C1=CC(=CC=C1)C(F)(F)F)C 5'-(4,4,5,5-tetramethyl-1,3,2-dioxaborolan-2-yl)-3'''-(trifluoromethyl)-[1,1':3',1'':3'',1'''-quaterphenyl]-3-carbonitrile